zirconium Lanthanum [La].[Zr]